COCCO[C@H]1[C@H](N(CC1)C(=O)OC(C)(C)C)C1=C(C(=CC=C1)OC)C tert-butyl (2R,3R)-3-(2-methoxyethoxy)-2-(3-methoxy-2-methyl-phenyl)pyrrolidine-1-carboxylate